C(C(C)C)[C@@H](CC(=O)O)CC(=O)OCC (S)-3-isobutyl-5-ethoxy-5-oxopentanoic acid